C1(CC1)CC(C(SCC1=CC=CC=C1)=O)NC(C[C@H]1N(C(CC1)=O)CC1=C(C(=CC=C1)F)F)=O S-Benzyl 3-cyclopropyl-2-(2-((S)-1-(2,3-difluorobenzyl)-5-oxopyrrolidin-2-yl)acetamido)propanethioate